Tetrahydro-2H-pyrimidine N1CNCCC1